C(CCC)C=1C=CC(=NC1)C(=O)NC1=C2C=CNC2=CC=C1 5-butyl-N-(1H-indol-4-yl)picolinamide